tert-Butyl (R)-3-(hydrazinecarbothioamido)piperidine-1-carboxylate N(N)C(N[C@H]1CN(CCC1)C(=O)OC(C)(C)C)=S